1-iodo-7,9-undecadiene ICCCCCCC=CC=CC